CC1=C(C(=CC(=C1CC)OCC)C)O 2,6-Dimethyl-3-ethyl-4-ethoxy-phenol